CC1=C(C(=C2C=NNC2=C1)C1=CC=C2C(=NC=NC2=C1)O)C(F)(F)F 7-(6-methyl-5-(trifluoromethyl)-1H-indazol-4-yl)quinazolin-4-ol